NC=1C(=C(C2=C(N(C=N2)CC(F)F)C1)Br)C(=O)C1=C(C=CC(=C1)F)Cl [6-amino-4-bromo-1-(2,2-difluoroethyl)benzo[d]imidazol-5-yl](2-chloro-5-fluorophenyl)methanone